N'-((3,3-dimethyl-1,2,3,5,6,7-hexahydrodicyclopenta[b,e]pyridin-8-yl)carbamoyl)-4-((dimethylamino)methyl)-2-(2-hydroxypropan-2-yl)thiazole-5-sulfonimidamide CC1(CCC=2C1=NC1=C(C2NC(=O)N=S(=O)(N)C2=C(N=C(S2)C(C)(C)O)CN(C)C)CCC1)C